8-hydroxyquinoline copper(II) [Cu+2].OC=1C=CC=C2C=CC=NC12